ClC1=C(C(=O)N2C[C@@H](CC[C@@H]2C)C(=O)OC)C=CC(=C1)F Methyl (3R,6S)-1-(2-chloro-4-fluorobenzoyl)-6-methylpiperidine-3-carboxylate